C(C=C)[Si](C)(C)Br allyl-bromodimethyl-silane